1-(Methyl-d3)-1H-pyrazole-3-carboxylic acid methyl ester COC(=O)C1=NN(C=C1)C([2H])([2H])[2H]